CN(CCOC1=C2C(NC(=NC2=CC(=C1)OC)C1=CC(=C(C(=C1)C)O)C)=O)C 5-(2-dimethylamino-ethoxy)-2-(4-hydroxy-3,5-dimethylphenyl)-7-methoxy-3H-quinazolin-4-one